(4-chloro-3-(4-((4-methylpyrimidin-2-yl)oxy)phenyl)-2-(4-nitrophenyl)thieno[3,2-c]pyridin-7-yl)dimethylphosphine oxide ClC1=NC=C(C2=C1C(=C(S2)C2=CC=C(C=C2)[N+](=O)[O-])C2=CC=C(C=C2)OC2=NC=CC(=N2)C)P(C)(C)=O